2'-(1H-1,3-benzodiazol-2-yl)-5'-chloro-4-{[1-(4-fluorophenyl)butyl]carbamoyl}-[1,1'-biphenyl]-2-carboxylic acid N1C(=NC2=C1C=CC=C2)C2=C(C=C(C=C2)Cl)C=2C(=CC(=CC2)C(NC(CCC)C2=CC=C(C=C2)F)=O)C(=O)O